FC(C(=O)N1CCC(CC1)(C(=O)N)O)(C1=C(C=CC(=C1)C(NC1=CC(=C(C=C1)F)C)=O)F)F 1-(2,2-difluoro-2-(2-fluoro-5-((4-fluoro-3-methylphenyl)carbamoyl)phenyl)acetyl)-4-hydroxypiperidine-4-carboxamide